BrC1=C(C(=O)OC)C=C(C(=C1)C=1NC=C(N1)C(F)(F)F)F Methyl 2-bromo-5-fluoro-4-[4-(trifluoromethyl)-1H-imidazol-2-yl]benzoate